C(C)(C)(C)N1C(=NN(C1=O)CCNC(C1=C(C=CC=C1)C(F)(F)F)=O)C(F)(F)F N-[2-[4-tert-butyl-5-oxo-3-(trifluoromethyl)-1,2,4-triazol-1-yl]ethyl]-2-(trifluoromethyl)benzamide